FC=1C(=NC(=NC1)NC1=CC=CC=C1)NC1=CC=C(C=C1)C(C(=C)C)=O 1-(4-(5-fluoro-2-(phenylamino)pyrimidin-4-ylamino)phenyl)-2-methylprop-2-en-1-one